(E)-N'-(3-bromo-5-nitropyridin-2-yl)-N,N-dimethylformimidamide BrC=1C(=NC=C(C1)[N+](=O)[O-])/N=C/N(C)C